ClC1=CC=C(C=C1)C=1N=C(N(C1)C1=CC(=CC=C1)F)NCC1=CC=C(C=C1)C(F)(F)F 4-(4-chlorophenyl)-1-(3-fluorophenyl)-N-(4-(trifluoromethyl)benzyl)-1H-imidazol-2-amine